C(#C)C1=CC(=C(C=N1)C1=C(C2=C(N=CN=C2N)N1C)C1=CC=C(C=C1)OC1=NC=CC(=N1)C)C 6-(6-ethynyl-4-methylpyridin-3-yl)-7-methyl-5-(4-((4-methylpyrimidin-2-yl)oxy)phenyl)-7H-pyrrolo[2,3-d]pyrimidin-4-amine